CSC[C@@H]1[C@H]([C@H]([C@@H](O)O1)O)O S-Methyl-5-thio-α-D-ribose